2-((4-(bis(4-methoxyphenyl)methyl)piperazin-1-yl)methyl)-4-(4-methyl-1,4-diazepan-1-yl)benzonitrile COC1=CC=C(C=C1)C(N1CCN(CC1)CC1=C(C#N)C=CC(=C1)N1CCN(CCC1)C)C1=CC=C(C=C1)OC